C(=O)(C(=C)C)N1CCN(CC1)C N-methacryl-N'-methylpiperazine